CC=1C=C(C=C(C1)C)C1=CC(=NC(=C1)N1C2=CC=C(C=C2C=2C=C(C=CC12)N(C1=CC=CC=C1)C1=CC=CC=C1)N(C1=CC=CC=C1)C1=CC=CC=C1)N1C2=CC=C(C=C2C=2C=C(C=CC12)N(C1=CC=CC=C1)C1=CC=CC=C1)N(C1=CC=CC=C1)C1=CC=CC=C1 9,9'-(4-(3,5-dimethylphenyl)pyridine-2,6-diyl)bis(N3,N3,N6,N6-tetraphenyl-9H-carbazole-3,6-diamine)